caprolacton C1(CCCCCO1)=O